6-bromo-5-ethyl-2-(piperidin-1-ylmethyl)benzofuran-4-carboxylic acid BrC=1C=C2C(C=C(O2)CN2CCCCC2)=C(C1CC)C(=O)O